C(CCCCC)C1C2C=CC(C1)C2 5-hexylbicyclo-[2.2.1]hept-2-ene